[2-[(S)-[(3S)-1-[(4-methoxyphenyl)methyl]-3,4-dihydro-2H-pyrido[2,3-b]-pyrazin-3-yl]-phenyl-methoxy]-1-methyl-ethyl]benzonitrile COC1=CC=C(C=C1)CN1C2=C(N[C@@H](C1)[C@@H](OCC(C)C1=C(C#N)C=CC=C1)C1=CC=CC=C1)N=CC=C2